(4-diethylaminophenyl)(2-hydroxyphenyl)(phenyl)methane C(C)N(C1=CC=C(C=C1)C(C1=CC=CC=C1)C1=C(C=CC=C1)O)CC